C(C)(=O)C1C(OC(=CC1=O)C)=O 3-acetyl-6-methyl-2H-pyran-2,4(3H)-dione